N-(6-(5-chloro-7-(cyclopropylamino)-6-fluoro-1H-indazol-4-yl)imidazo[1,2-a]pyridin-2-yl)-2-fluorocyclopropane-1-carboxamide ClC=1C(=C2C=NNC2=C(C1F)NC1CC1)C=1C=CC=2N(C1)C=C(N2)NC(=O)C2C(C2)F